benzyl (2S)-4-[7-(3-benzyloxy-1-naphthyl)-2-[[(2R)-1-methylpyrrolidin-2-yl]methoxy]-6,8-dihydro-5H-pyrido[3,4-d]pyrimidin-4-yl]-2-(cyanomethyl)piperazine-1-carboxylate C(C1=CC=CC=C1)OC=1C=C(C2=CC=CC=C2C1)N1CC=2N=C(N=C(C2CC1)N1C[C@@H](N(CC1)C(=O)OCC1=CC=CC=C1)CC#N)OC[C@@H]1N(CCC1)C